COC=1C=C(C=CC1)N1C2=NC(=NC(=C2N=C1)N1N=C(C=C1)C=1C=C(C=CC1)C)N1CCOCC1 4-(9-(3-methoxyphenyl)-6-(3-(m-tolyl)-1H-pyrazol-1-yl)-9H-purin-2-yl)morpholine